cyclopropyl-3-(3-cyclopropylbenzotriazol-5-yl)propan-1-one C1(CC1)C(CCC1=CC2=C(N=NN2C2CC2)C=C1)=O